CP(OCCCCCCC(C#N)OC(C)=O)=O (3-acetoxy-3-cyanopropyl)-n-butyl methylphosphinate